N-(7-((5-bromo-2-((5-chloro-2-methoxy-4-(4-(4-methylpiperazin-1-yl)piperidine-1-yl)phenyl)amino)pyrimidin-4-yl)amino)-2,3-dihydrobenzo[b][1,4]dioxin-6-yl)-N-methylmethanesulfonamide BrC=1C(=NC(=NC1)NC1=C(C=C(C(=C1)Cl)N1CCC(CC1)N1CCN(CC1)C)OC)NC=1C(=CC2=C(OCCO2)C1)N(S(=O)(=O)C)C